5-(bromomethyl)-2-cyclopentyl-1,3-dimethoxybenzene BrCC=1C=C(C(=C(C1)OC)C1CCCC1)OC